6-(3-(3-fluoro-4-(2-(pyridin-3-yl)acetamido)phenoxy)azetidin-1-yl)-[1,1'-biphenyl]-2-carboxylic acid FC=1C=C(OC2CN(C2)C=2C=CC=C(C2C2=CC=CC=C2)C(=O)O)C=CC1NC(CC=1C=NC=CC1)=O